2-methylthieno[3,4-b]pyridine-7-carboxylic acid CC=1C=CC=2C(N1)=C(SC2)C(=O)O